5-ethyl 3-methyl 2-(dimethoxymethyl)-4-(3-fluoro-2-(1-fluoroethyl)phenyl)-6-methyl-1,4-dihydropyridine-3,5-dicarboxylate COC(C=1NC(=C(C(C1C(=O)OC)C1=C(C(=CC=C1)F)C(C)F)C(=O)OCC)C)OC